FC1=C(C=CC(=C1)F)C=1C=NC=2N(C1)C=C(N2)COC2=CC(=NC=C2)F 6-(2,4-difluorophenyl)-2-(2-fluoropyridin-4-yloxymethyl)imidazo[1,2-a]pyrimidine